2-[6-(difluoromethyl)-1-oxo-4-prop-2-ylphthalazin-2-yl]-N-(5-fluoropyrimidin-4-yl)acetamide FC(C=1C=C2C(=NN(C(C2=CC1)=O)CC(=O)NC1=NC=NC=C1F)C(C)C)F